FC1(CC(C(CC1)OC1=NC(=NC=C1C#N)SC)(C)O)F 4-((4,4-difluoro-2-hydroxy-2-methylcyclohexyl)oxy)-2-(methylthio)pyrimidine-5-carbonitrile